C(CCCCCCCCCC)OS(=O)(=O)CCCCCF undecyl-fluoropentylsulfonate